3-(1H-Indol-4-yl)-5-((3-methoxyphenyl)amino)pyridin-2(1H)-one N1C=CC2=C(C=CC=C12)C=1C(NC=C(C1)NC1=CC(=CC=C1)OC)=O